4-{(3S,5aR,6R,7R,8aS)-6-[(E,3S)-4-(3-chlorophenoxy)-3-hydroxy-1-buten-1-yl]-7-hydroxyoctahydro-2H-cyclopenta[b]oxepin-3-yl}butanoic acid ClC=1C=C(OC[C@H](/C=C/[C@H]2[C@@H](C[C@@H]3OC[C@H](CC[C@@H]32)CCCC(=O)O)O)O)C=CC1